(4-cyclopropanesulfonamidopyridin-2-yl({[5-(6-ethoxypyrazin-2-yl)-1,3-thiazol-2-yl]formamido}) methyl) piperidine-1-carboxylate N1(CCCCC1)C(=O)OC(NC(=O)C=1SC(=CN1)C1=NC(=CN=C1)OCC)C1=NC=CC(=C1)NS(=O)(=O)C1CC1